N-(4-ethoxy-8-methyl-2-(4-methyl-1H-imidazol-1-yl)quinolin-6-yl)-1,1-diphenylmethanimine C(C)OC1=CC(=NC2=C(C=C(C=C12)N=C(C1=CC=CC=C1)C1=CC=CC=C1)C)N1C=NC(=C1)C